FC(C1=NC(=NO1)C1=CC=C(CNC(=O)C2CC2)C=C1)(F)F N-{4-[5-(trifluoromethyl)-1,2,4-oxadiazol-3-yl]benzyl}cyclopropane-carboxamide